N=1C=NN2C1C=C(C=C2)OC2=CC(=C(C=C2C)NC2=NC=NC1=CC(=C(C=C21)NC(C(=CC2N(CCC2)C)F)=O)OCC)OC N-(4-((4-([1,2,4]triazolo[1,5-a]pyridin-7-yloxy)-2-methoxy-5-methylphenyl)amino)-7-ethoxyquinazolin-6-yl)-2-fluoro-3-(1-methylpyrrolidin-2-yl)acrylamide